CC1=C(C=CC(=C1C)CO)B(O)O 2,3-DIMETHYL-4-HYDROXYMETHYLPHENYLBORONIC ACID